BrC(C(=O)OCC)OC ethyl 2-bromo-2-methoxyacetate